(S)-2-hydroxy-6-((1-(3-(2-hydroxyethyl)pyrazine-2-carbonyl)piperidin-2-yl)methoxy)benzaldehyde OC1=C(C=O)C(=CC=C1)OC[C@H]1N(CCCC1)C(=O)C1=NC=CN=C1CCO